Ethyl tricyclo[5.2.1.02,6]decan-2-ylcarboxylate C12C3(CCCC3C(CC1)C2)C(=O)OCC